C(#N)C=1C=C(C=CC1)C=1N=C(SC1C1=CC(=NC(=C1)C)C)NC(=O)N1CCC(CC1)(C)O N-[4-(3-Cyanophenyl)-5-(2,6-dimethyl-4-pyridyl)thiazol-2-yl]-4-hydroxy-4-methylpiperidin-1-carboxamid